((3aS,4S,6R,6aR)-6-(((tert-butyldimethylsilyl)oxy)methyl)-2,2-dimethyltetrahydrofuro[3,4-d][1,3]dioxol-4-yl)(2,4-dichloropyrrolo[2,1-f][1,2,4]triazin-7-yl)methanol [Si](C)(C)(C(C)(C)C)OC[C@H]1O[C@H]([C@H]2[C@@H]1OC(O2)(C)C)C(O)C2=CC=C1C(=NC(=NN12)Cl)Cl